(trans)-Methyl 4-(2-chloro-4-fluorophenyl)-6-(4-(N-(3-hydroxypropyl)methylsulfonamido)cyclohexyl)-2-(thiazol-2-yl)-1,4-dihydropyrimidine-5-carboxylate ClC1=C(C=CC(=C1)F)C1N=C(NC(=C1C(=O)OC)[C@@H]1CC[C@H](CC1)N(S(=O)(=O)C)CCCO)C=1SC=CN1